[1,3-bis(2,4,6-trimethylphenyl)imidazolidin-2-ylidene](dichloro)(phenylmethylidene)ruthenium CC1=C(C(=CC(=C1)C)C)N1C(N(CC1)C1=C(C=C(C=C1C)C)C)=[Ru](=CC1=CC=CC=C1)(Cl)Cl